CN1C(=CC(=C1C)S(=O)(=NC)C=1C=C2C=NN(C2=CC1)COCC[Si](C)(C)C)C(=O)OCC ethyl 1,5-dimethyl-4-[N-methyl-S-[1-(2-trimethylsilylethoxymethyl)indazol-5-yl] sulfonimidoyl]pyrrole-2-carboxylate